1-chloro-4-(phenylethynyl)benzene Tert-butyl-3-(4-fluoropyridin-3-yl)azetidine-1-carboxylate C(C)(C)(C)OC(=O)N1CC(C1)C=1C=NC=CC1F.ClC1=CC=C(C=C1)C#CC1=CC=CC=C1